2-(2,6-dioxopiperidin-3-yl)-1-oxo-N-(6-(4-(trifluoromethoxy)phenyl)spiro[3.3]hept-5-en-2-yl)isoindoline-5-carboxamide O=C1NC(CCC1N1C(C2=CC=C(C=C2C1)C(=O)NC1CC2(C1)C=C(C2)C2=CC=C(C=C2)OC(F)(F)F)=O)=O